COC(N[C@H](C(=O)NC1=CN=CN(C1=O)CC1=NC2=C(N1CC1CC1)C=CC(=C2)F)CC\C=C\C(=O)N(C)C)=O Methyl-(S,E)-(1-((1-((1-(cyclopropylmethyl)-5-fluoro-1H-benzo[d]imidazol-2-yl)methyl)-6-oxo-1,6-dihydropyrimidin-5-yl)amino)-7-(dimethylamino)-1,7-dioxohept-5-en-2-yl)carbamat